(R)-1-(1-phenylethyl)piperidin-4-amine C1(=CC=CC=C1)[C@@H](C)N1CCC(CC1)N